2-[2-[2-[tert-Butyl(dimethyl)silyl]oxyethyl-[(3R)-1-methyl-3-piperidyl]amino]-oxazolo[4,5-b]pyridin-5-yl]-5-chloro-3-methyl-phenol [Si](C)(C)(C(C)(C)C)OCCN(C=1OC=2C(=NC(=CC2)C2=C(C=C(C=C2C)Cl)O)N1)[C@H]1CN(CCC1)C